5-Bromo-2-methoxy-3-nitropyridine BrC=1C=C(C(=NC1)OC)[N+](=O)[O-]